2-(3-chloro-2-pyridinyl)-5-(difluoromethyl)pyrazole-3-carboxylic acid ClC=1C(=NC=CC1)N1N=C(C=C1C(=O)O)C(F)F